methyl (S)-2-((R)-1-(4-chloro-1H-pyrazol-1-yl)propan-2-yl)-7-methyl-3-((S)-pyrrolidin-3-yl)-3,7,8,9-tetrahydro-6H-imidazo[4,5-f]quinoline-6-carboxylate ClC=1C=NN(C1)C[C@@H](C)C=1N(C=2C(=C3CC[C@@H](N(C3=CC2)C(=O)OC)C)N1)[C@@H]1CNCC1